3-[5-amino-6-(2-chloro-3,6-difluoro-benzyloxy)-pyrazin-2-yl]-N-(2-morpholin-4-yl-ethyl)-benzamide NC=1N=CC(=NC1OCC1=C(C(=CC=C1F)F)Cl)C=1C=C(C(=O)NCCN2CCOCC2)C=CC1